The molecule is a pyridopyrimidine that is 5-oxo-5,8-dihydropyrido[2,3-d]pyrimidine-6-carboxylic acid, substituted at position 2 by a pyrrolidin-1-yl group and at position 8 by an ethyl group. A synthetic antibacterial which is used for the treatment of urinary tract and intestinal infections. It has a role as an antibacterial drug and a DNA synthesis inhibitor. It is a quinolone antibiotic, a member of pyrrolidines, a tertiary amino compound, a monocarboxylic acid and a pyridopyrimidine. CCN1C=C(C(=O)C2=CN=C(N=C21)N3CCCC3)C(=O)O